BrC1=C(N(C=2N(CN=C(C21)N)[2H])C)I 5-bromo-6-iodo-7-methyl-7H-pyrrolo[2,3-d]pyrimidin-4-amine-1-d1